D-2-methyl-octyl-ammonium dimethyl-phosphate oxohexyl-acetate (oxohexyl-acetate) O=CCCCCCCC(=O)[O-].O=CCCCCCOC(C)=O.COP(=O)(OC)[O-].CC(C[NH3+])CCCCCC.CC(C[NH3+])CCCCCC